FC=1C=C2C(=CNC2=CC1)C(C(=O)Cl)=O 2-(5-fluoro-1H-indol-3-yl)-2-oxo-acetyl chloride